5-(Dimethylamino)-N-((1,2,3,5,6,7-hexahydro-s-indacen-4-yl)carbamoyl)pyrazine-2-sulfonamide, Potassium Salt [K].CN(C=1N=CC(=NC1)S(=O)(=O)NC(NC1=C2CCCC2=CC=2CCCC12)=O)C